OC1=CC=C2C(NC(C2=C1)C1=C(NC2=CC=CC=C12)C=O)=O 3-(6-hydroxy-3-oxoisoindolin-1-yl)-1H-indole-2-carbaldehyde